CC(=CC)CC 3-methylpent-2-en